4,5-dichloro-1,3-dioxolane-2-one ClC1OC(OC1Cl)=O